C(C)(C)(C)C1N2C(C3=CC(=C(C=C3C1)C1=CC=NN1C(C)C)OC)=CC(C(=C2)C(=O)O)=O 6-tert-butyl-9-(1-isopropyl-1H-pyrazol-5-yl)-10-methoxy-2-oxo-6,7-dihydro-2H-pyrido[2,1-a]isoquinoline-3-carboxylic acid